(S)-2-((4-amino-1H-pyrazol-1-yl)methyl)morpholine-4-carboxylic acid tert-butyl ester C(C)(C)(C)OC(=O)N1C[C@H](OCC1)CN1N=CC(=C1)N